(1R,2S)-2-(3,4-difluorophenyl)cyclopropylamine D-mandelate C([C@H](O)C1=CC=CC=C1)(=O)O.FC=1C=C(C=CC1F)[C@H]1[C@@H](C1)N